2-methyl-N-(4-oxo-1-(trifluoromethyl)cyclohexyl)propane-2-sulfinamide CC(C)(C)S(=O)NC1(CCC(CC1)=O)C(F)(F)F